P(=O)(OC(C1=C(C=C(C=C1C)C)C)=O)(OC(C1=C(C=C(C=C1C)C)C)=O)[O-].[Li+] lithium bis(2,4,6-trimethylbenzoyl) phosphate